methyl 1-(N,N-dimethylsulfamoyl)-1H-pyrrole-3-carboxylate CN(S(=O)(=O)N1C=C(C=C1)C(=O)OC)C